(2R,4S)-N1-(5-Chloropyridin-2-yl)-N2-(5-(1-(3-(5-Chloropyridin-2-yl)ureido)-3-cyclopropyl-1-(pyridin-2-yl)propyl)-2-fluorophenyl)-4-hydroxy-4-phenylpyrrolidine-1,2-dicarboxamide ClC=1C=CC(=NC1)NC(=O)N1[C@H](C[C@@](C1)(C1=CC=CC=C1)O)C(=O)NC1=C(C=CC(=C1)C(CCC1CC1)(C1=NC=CC=C1)NC(=O)NC1=NC=C(C=C1)Cl)F